C(C)C1=C2C(=NN(C2=CC=C1)C)C#N ethyl-1-methyl-1H-indazole-3-carbonitrile